4-((tetrahydrofuran-3-yl)amino)isoindoline-2-carboxylic acid tert-butyl ester C(C)(C)(C)OC(=O)N1CC2=CC=CC(=C2C1)NC1COCC1